7-carboxyl-2-(R,S)-fluorocaprylate C(=O)(O)C(CCCC[C@H](C(=O)[O-])F)C |r|